ClC1=NC2=CC(=CC=C2C=C1)Cl 2,7-dichloroquinoline